N1=C(C=NC2=CC=CC=C12)C(CC(=O)O)N1N=CC2=C(C=CC=C12)CCCC1=NC=2NCCCC2C=C1 3-(Quinoxalin-2-yl)-3-(4-(3-(5,6,7,8-tetrahydro-1,8-naphthyridin-2-yl)propyl)-1H-indazol-1-yl)propanoic acid